4-(2-hydroxyethanesulfonylamino)-N-(1-methyl-1,2,3,4-tetrahydrobenzo[4,5]imidazo[1,2-a]pyridin-6-yl)-2-(6-azaspiro[2.5]octan-6-yl)benzamide OCCS(=O)(=O)NC1=CC(=C(C(=O)NC2=CC=CC3=C2N=C2N3C(CCC2)C)C=C1)N1CCC2(CC2)CC1